trans-tert-butyl 7-methyl-3-azabicyclo[4.1.0]heptane-3-carboxylate CC1C2CCN(CC12)C(=O)OC(C)(C)C